methyl-2-oxo-1,2-dihydropyridine-4-sulfonamide CN1C(C=C(C=C1)S(=O)(=O)N)=O